(+)-1-(4-fluoro-phenyl)-3-[(3R*,4S*)-4-(5-methoxy-thiophen-2-yl)-2-oxopyrrolidin-3-yl]urea FC1=CC=C(C=C1)NC(=O)N[C@H]1C(NC[C@@H]1C=1SC(=CC1)OC)=O |o1:11,15|